COCCOC1=CC(=NC=C1)C=1N=C(C2=C(N1)CCC2)N(CC(=O)NC=2C=NC(=CC2)OC)C 2-({2-[4-(2-methoxyethoxy)pyridin-2-yl]-5H,6H,7H-cyclopenta[d]pyrimidin-4-yl}(methyl)amino)-N-(6-methoxypyridin-3-yl)acetamide